BrCCCCCCCC(=O)OCCCCCCCCC(C)C 9-methyldecyl 8-bromooctanoate